N-(methyl-d3)-2-(6-(((3aR,5s,6aS)-2-((tetrahydro-2H-pyran-4-yl)methyl-d2)octahydrocyclopenta[c]pyrrol-5-yl)amino)pyridazin-3-yl)benzamide C(NC(C1=C(C=CC=C1)C=1N=NC(=CC1)NC1C[C@@H]2[C@@H](CN(C2)C([2H])([2H])C2CCOCC2)C1)=O)([2H])([2H])[2H]